2-[4-(2-hydroxyethyl)piperazin-1-yl]ethane-1-sulphonic acid OCCN1CCN(CC1)CCS(=O)(=O)O